(3S)-3-{2-methoxy-5-[3-(methylcarbamoyl)-1H-indazol-6-yl]pyridin-3-ylamino}pyrrolidine-1-carboxylic acid tert-butyl ester C(C)(C)(C)OC(=O)N1C[C@H](CC1)NC=1C(=NC=C(C1)C1=CC=C2C(=NNC2=C1)C(NC)=O)OC